N-(9-aminononyl)-3-(6-(1-(2,2-difluorobenzo[d][1,3]dioxol-5-yl)cyclopropane-1-carboxamido)-3-methylpyridin-2-yl)benzamide NCCCCCCCCCNC(C1=CC(=CC=C1)C1=NC(=CC=C1C)NC(=O)C1(CC1)C1=CC2=C(OC(O2)(F)F)C=C1)=O